N-(5'-methoxy-2'-(phenylthio)-[1,1'-biphenyl]-2-yl)picolinamide COC=1C=CC(=C(C1)C1=C(C=CC=C1)NC(C1=NC=CC=C1)=O)SC1=CC=CC=C1